C.N=1N2C(C=NC1N)=CC=C2 pyrrolo[2,1-f][1,2,4]triazin-2-amine compound with methane